methyl 4-[5-[3,5-bis(difluoromethyl) phenyl]-5-(trifluoromethyl)-4H-isoxazol-3-yl]-2-methyl-benzoate FC(C=1C=C(C=C(C1)C(F)F)C1(CC(=NO1)C1=CC(=C(C(=O)OC)C=C1)C)C(F)(F)F)F